CN(C=1C(=C(C=CC1)N(C)C)C1=CC=CC=C1)C N2,N2,N6,N6-tetramethyl[1,1'-biphenyl]-2,6-diamine